ClC=1C=C(C=C(C1N[C@@H](CSC1=CC=C(C=C1)F)CCN1CC(C1)F)C#N)S(=O)(=O)NC(=O)C1(OCCCO1)C (R)-N-((3-chloro-5-cyano-4-((4-(3-fluoroazetidin-1-yl)-1-((4-fluorophenyl)thio)butan-2-yl)amino)phenyl)sulfonyl)-2-methyl-1,3-dioxane-2-carboxamide